tert-Butyl 6-(2-isopropylphenyl)-1-oxo-1,3-dihydrospiro[indene-2,4'-piperidine]-1'-carboxylate C(C)(C)C1=C(C=CC=C1)C1=CC=C2CC3(CCN(CC3)C(=O)OC(C)(C)C)C(C2=C1)=O